1-(((5S,7S)-3-(3-(tert-butyl)-4-methylisoxazol-5-yl)-2-oxo-1-oxa-3-azaspiro[4.5]decane-7-yl)methyl)-1H-benzo[d]imidazole-6-carbonitrile C(C)(C)(C)C1=NOC(=C1C)N1C(O[C@]2(C1)C[C@H](CCC2)CN2C=NC1=C2C=C(C=C1)C#N)=O